4-amino-3-chloro-6-(4-chloro-2-fluoro-3-methoxyphenyl)-5-fluoropyridine-2-carboxylic acid benzyl ester C(C1=CC=CC=C1)OC(=O)C1=NC(=C(C(=C1Cl)N)F)C1=C(C(=C(C=C1)Cl)OC)F